trans-(1S,3R)-1-[4-(4,5-dichloro-6-oxo-pyridazin-1-yl)cyclohexyl]-3-[2-[1,1-dimethylethyl(dimethyl)silyl]oxyethyl]benzimidazol-2-one ClC=1C=NN(C(C1Cl)=O)[C@@H]1CC[C@H](CC1)N1C(N(C2=C1C=CC=C2)CCO[Si](C)(C)C(C)(C)C)=O